O[C@H]1[C@H]([C@@H](O[C@@H]1CO)N1C(N=C(C=C1)NC(C1=CC=CC=C1)=O)=O)OC N-[1-[(2R,3R,4R,5R)-4-hydroxy-5-(hydroxymethyl)-3-methoxy-tetrahydrofuran-2-yl]-2-oxo-pyrimidin-4-yl]benzamide